i-octyl-trimethoxysilane C(CCCCC(C)C)[Si](OC)(OC)OC